(S)-3-((R)-1-oxo-1,3,5,5a,6,7,8,9-octahydro-2H-pyrazino[1',2':4,5][1,4]oxazino[2,3-e]isoindol-2-yl)piperidine-2,6-dione hydrochloride Cl.O=C1N(CC2=C3C(=CC=C12)N1[C@@H](CO3)CNCC1)[C@@H]1C(NC(CC1)=O)=O